CC1CN(CC1)C(=O)NC1=CC(=CC=C1)[C@H](C)SC1=NN=CN1C 3-methyl-N-(3-((S)-1-((4-methyl-4H-1,2,4-triazol-3-yl)sulfanyl)ethyl)phenyl)pyrrolidine-1-carboxamide